1-(2-fluoro-2-methylpropyl)-N-(6-(1-methyl-5-(piperidin-1-ylmethyl)-1H-pyrazol-4-yl)isoquinolin-3-yl)piperidine-4-carboxamide FC(CN1CCC(CC1)C(=O)NC=1N=CC2=CC=C(C=C2C1)C=1C=NN(C1CN1CCCCC1)C)(C)C